2-(1,4-dioxan-2-yl)-7-isopropoxyimidazo[1,2-a]pyridine O1C(COCC1)C=1N=C2N(C=CC(=C2)OC(C)C)C1